CC1=NNC2=CN=C(C=C21)N2CCN(CC2)S(=O)(=O)C=2C=NN(C2)C 3-Methyl-5-(4-((1-methyl-1H-pyrazol-4-yl)sulfonyl)piperazin-1-yl)-1H-pyrazolo[3,4-c]pyridine